3-({1-[1-(2,2-difluoroethyl)-1H-pyrazolo[3,4-b]pyrazin-6-yl]-3-fluoropiperidin-3-yl}methoxy)-2-(trifluoromethyl)pyridine FC(CN1N=CC=2C1=NC(=CN2)N2CC(CCC2)(F)COC=2C(=NC=CC2)C(F)(F)F)F